(((3R,3aS,6R,6aR)-6-(benzyloxy)hexahydrofuro[3,2-b]furan-3-yl)oxy)(tert-butyl)diphenylsilane C(C1=CC=CC=C1)O[C@@H]1CO[C@H]2[C@@H]1OC[C@H]2O[Si](C2=CC=CC=C2)(C2=CC=CC=C2)C(C)(C)C